CC1=C(C=C(N=N1)C=1C=NC=NC1)[C@@H]1[C@H](C1)C#CC1=CC=CC=C1 5-(6-methyl-5-((1S,2S)-2-(phenylethynyl)cyclopropyl)pyridazin-3-yl)pyrimidine